FC=1C=C(C=CC1)CCNC(C(C=1C=NC=CC1)N(C(=O)[C@@H]1NC[C@@H](C1)OC)C1=CC=C(C=C1)S(F)(F)(F)(F)F)=O (2R,4R)-N-[2-[2-(3-fluorophenyl)ethylamino]-2-oxo-1-(3-pyridyl)ethyl]-4-methoxy-N-[4-(pentafluoro-λ6-sulfanyl)phenyl]pyrrolidine-2-carboxamide